S(=O)(=O)(O)O.C(C)(=O)N[C@H]1C(O)O[C@@H]([C@H]([C@@H]1O)O)CO N-ACETYL-GLUCOSAMINE SULPHATE